2-methyl-4-(1-(4-(trifluoromethyl)phenyl)-1H-1,2,4-triazol-3-yl)benzoyl azide CC1=C(C(=O)N=[N+]=[N-])C=CC(=C1)C1=NN(C=N1)C1=CC=C(C=C1)C(F)(F)F